C1N(CC2=CC=CC=C12)CC1=CC(C(=CO1)OCC1(CC1)C1(CC1)S(=O)(=O)N)=O (1-((6-(isoindolin-2-ylmethyl)-4-oxo-4H-pyran-3-yloxy)methyl)cyclopropyl)cyclopropanesulfonamide